ls-1,6-dibromohexane BrCCCCCCBr